2-(4-bromo-5-fluoro-2-methyl-phenyl)acetic acid ethyl ester C(C)OC(CC1=C(C=C(C(=C1)F)Br)C)=O